C[Si](C)(C)OC(C)=N[Si](C)(C)C trimethylsilyl-N-trimethylsilylethanimidate